BrCC=1C(=NC(=NC1)SC)C (bromomethyl)-4-methyl-2-(methylthio)pyrimidine